C1(CCCCC1)[C@H]1[C@H](C2=CC=C(C=C2CC1)O)C1=CC=C(C=C1)N1CCC(CC1)C=O 1-(4-((1S,2S)-2-Cyclohexyl-6-hydroxy-1,2,3,4-tetrahydronaphthalen-1-yl)phenyl)piperidine-4-carbaldehyde